C(C1=CC=CC=C1)N1C[C@H]([C@@H](C1)C)C(=O)[O-] trans-1-benzyl-4-methylpyrrolidine-3-carboxylate